FC(C(=O)O)(F)F.S1N=NC(=C1)NC(=O)C1CNC1 N-(1,2,3-thiadiazol-4-yl)azetidine-3-carboxamide trifluoroacetate